5-cyano-N-{4-hydroxy-3-[(3-oxo-3,4-dihydro-2H-1,4-benzoxazin-7-yl)carbamoyl]phenyl}-4-oxopiperidine-2-carboxamide C(#N)C1C(CC(NC1)C(=O)NC1=CC(=C(C=C1)O)C(NC1=CC2=C(NC(CO2)=O)C=C1)=O)=O